methyl-Oxytriphenylamine COC1=C(C=CC=C1)N(C1=CC=CC=C1)C1=CC=CC=C1